C1(CC1)COC1=C(C=CC(=N1)C(=O)N[C@@H](CC(C)C)C(=O)OCF)N1CCCC1 Fluoromethyl N-[6-(cyclopropylmethoxy)-5-(pyrrolidin-1-yl) pyridine-2-carbonyl]-L-leucinate